chlorobis(3,5-dimethylphenyl)methane ClC(C1=CC(=CC(=C1)C)C)C1=CC(=CC(=C1)C)C